(S)-6-(4-(2-(3-(2-hydroxyphenyl)-5-methyl-7,8-dihydro-5H-pyrido[3',4':4,5]pyrrolo[2,3-c]pyridazin-6(9H)-yl)pyrimidin-5-yl)piperidin-1-yl)spiro[3.3]heptane-2-carboxylic acid OC1=C(C=CC=C1)C1=CC2=C(N=N1)NC1=C2[C@@H](N(CC1)C1=NC=C(C=N1)C1CCN(CC1)C1CC2(CC(C2)C(=O)O)C1)C